CC=1C=C(C=CC1OC=1C=NC(=NC1)N1CCOCC1)NC(=O)C1CCOCC1 N-(3-methyl-4-((2-morpholinopyrimidin-5-yl)oxy)phenyl)tetrahydro-2H-pyran-4-carboxamide